(3R)-3-[(2S)-1,4-dioxane-2-yl]-5-nitro-3,4-dihydro-2H-1,4-benzoxazine-7-sulfonamide O1[C@H](COCC1)[C@H]1COC2=C(N1)C(=CC(=C2)S(=O)(=O)N)[N+](=O)[O-]